tert-butyl-methyl-((R)-1-(((R)-1-(methylamino)-1-oxo-3-(tritylthio)prop-2-yl)amino)-1-oxo-3-(tritylthio)prop-2-yl)carbamic acid C(C)(C)(C)CN(C(O)=O)[C@H](C(=O)N[C@H](C(=O)NC)CSC(C1=CC=CC=C1)(C1=CC=CC=C1)C1=CC=CC=C1)CSC(C1=CC=CC=C1)(C1=CC=CC=C1)C1=CC=CC=C1